FC1=CC(=C(C=C1)S(=O)(=O)Cl)C 4-Fluoro-2-methylbenzensulfonylchlorid